2-cyclobutyl-quinazolin-4(3H)-one C1(CCC1)C1=NC2=CC=CC=C2C(N1)=O